CC1(OC2=C(CC1)C=C(C(=C2C)C)O)CCCC(CCCC(CCCC(C)C)C)C 3,4-Dihydro-2,7,8-trimethyl-2-(4,8,12-trimethyltridecyl)-2H-1-benzopyran-6-ol